C12CN(CC(CC1)O2)C2=NC(=C1N=CN(C1=N2)C(CC)CC)C=2N=CC(=NC2)N 5-(2-(8-Oxa-3-azabicyclo[3.2.1]octan-3-yl)-9-(pentan-3-yl)-9H-purin-6-yl)pyrazin-2-amin